ClC1=C(C(=CC(=C1)Cl)Cl)OC(CC(=O)OC1=C(C=C(C=C1Cl)Cl)Cl)=O malonic acid bis(2,4,6-trichlorophenyl) ester